COC(=O)C1=C(C(=C2C(=N1)N(C=C2C#N)C2=NC=CC=C2F)Br)N.C(CCCC)C2=C(C=CC(=C2)C#C)C2=CC=CC=C2 n-pentyl-4-ethynyl-biphenyl methyl-5-amino-4-bromo-3-cyano-1-(3-fluoro-2-pyridyl)pyrrolo[2,3-b]pyridine-6-carboxylate